(Z,Z)-4,7-Decadienal C(CC\C=C/C\C=C/CC)=O